N[C@H](C(=O)NN=CC1=C(C(=C(C=C1)OC)O)OC)CO (S)-2-Amino-3-hydroxy-N'-(3-hydroxy-2,4-dimethoxy-benzylidene)propanehydrazide